tert-Butyl N-isobutyl-N-((5-methyl-2-oxo-1,3-dioxol-4-yl)methyl)-L-alaninate C(C(C)C)N([C@@H](C)C(=O)OC(C)(C)C)CC=1OC(OC1C)=O